CC1=C(N)C(=CC(=C1)C)C 2,4,6-Trimethyl-aniline